(S)-4-amino-3-(4-chlorophenyl)butanoic acid NC[C@@H](CC(=O)O)C1=CC=C(C=C1)Cl